(3,5-dibromo-4-hydroxyphenyl)(2-ethyl-6-hydroxybenzofuran-3-yl)methanone BrC=1C=C(C=C(C1O)Br)C(=O)C1=C(OC2=C1C=CC(=C2)O)CC